C1(CCCCCCCCC1)(C=CC(=O)OCO)C=CC(=O)[O-].C1(CCCCCCCCC1)(C=CC(=O)OCO)C=CC(=O)[O-].C1(CCCCCCCCC1)(C=CC(=O)OCO)C=CC(=O)[O-] trimethylol tricyclodecanediacrylate